NC1=C(C=C(C=2C(C3=CC=CC=C3C(C12)=O)=O)NC1=C(C=C(C=C1)F)C(=O)O)S(=O)(=O)[O-] 1-amino-4-[4-fluoro-2-carboxyphenylamino]-9,10-dioxo-9,10-dihydroanthracene-2-sulfonate